2,4-bis{N-[1-(2-hydroxy-2-methylpropoxy)-2,2,6,6-tetra-methylpiperidin-4-yl]-N-butyl-amino}-6-(2-hydroxyethylamino)-s-triazine OC(CON1C(CC(CC1(C)C)N(CCCC)C1=NC(=NC(=N1)N(C1CC(N(C(C1)(C)C)OCC(C)(O)C)(C)C)CCCC)NCCO)(C)C)(C)C